N-(3,5-dichloro-4-(2,6-dioxopiperidin-3-yl)benzyl)-2-methyl-2-phenylpropanamide ClC=1C=C(CNC(C(C)(C2=CC=CC=C2)C)=O)C=C(C1C1C(NC(CC1)=O)=O)Cl